C(C)(C)(C)OC(=O)N1CCC(CC1)COC(C1=CC(=CC(=C1)F)NC(CN1N=C(C(=C1)C1=CC=NC2=CC=CC=C12)C1=NC(=CC=C1)C)=O)=O 4-((3-(2-(3-(6-methylpyridin-2-yl)-4-(quinolin-4-yl)-1H-pyrazol-1-yl)acetamido)-5-fluorobenzoyloxy)methyl)piperidine-1-carboxylic acid tert-butyl ester